NN(CC(N)=O)C(=O)O azaasparagine